(4Z,7S,8R,9E)-7,8-Dihydroxy-10-{4-[(1S,3Z)-1-hydroxyhex-3-en-1-yl]-1-methyl-1H-1,2,3-triazol-5-yl}deca-4,9-dienoic acid O[C@@H](C\C=C/CCC(=O)O)[C@@H](\C=C\C1=C(N=NN1C)[C@H](C\C=C/CC)O)O